1-(2-((2R,4aS,4bR,6aS,7S,7aS,8aR,8bR,8cR,10aR)-2-hydroxy-2,6a-dimethyloctadecahydrocyclopenta[4,5]cyclopenta[1,2-a]phenanthren-7-yl)-2-carbonylethyl)-1H-pyrazole-3,5-dicarbonitrile O[C@@]1(CC[C@@H]2[C@H]3CC[C@]4(C(C3CCC2C1)[C@H]1[C@@H]([C@@H]4C(CN4N=C(C=C4C#N)C#N)=C=O)CCC1)C)C